2-(trimethylsilyl)ethyl (2-((2-hydroxy ethyl)amino)ethyl)carbamate 2-(trimethylsilyl)ethyl-(3-((2-hydroxyethyl)amino)propyl)carbamate C[Si](CCN(C(O)=O)CCCNCCO)(C)C.OCCNCCNC(OCC[Si](C)(C)C)=O